The molecule is an abietane diterpenoid that is 5-dehydrohorminone in which the hydroxy group at position 12 is replaced by a methoxy group. Isolated from the roots of Salvia multicaulis, it exhibits antitubercular activity. It has a role as a metabolite and an antitubercular agent. It is an abietane diterpenoid, an enol ether, a secondary alcohol and a member of p-quinones. It derives from a horminone. CC(C)C1=C(C(=O)C2=C(C1=O)[C@@H](C=C3[C@@]2(CCCC3(C)C)C)O)OC